CC1(CC1)NS(=O)(=O)C=1C=C(C=2N(C1)C(=CN2)C(=O)OC)N2CCC1(COC1)CC2 methyl 6-(N-(1-methylcyclopropyl)sulfamoyl)-8-(2-oxa-7-azaspiro[3.5]nonan-7-yl)imidazo[1,2-a]pyridine-3-carboxylate